2-[2-(2-chlorothiazol-5-yl)-2-hydroxyethyl]Sulfanyl-6-hydroxy-3-methyl-5-phenylpyrimidin-4-one ClC=1SC(=CN1)C(CSC1=NC(=C(C(N1C)=O)C1=CC=CC=C1)O)O